FC1=CC=2N(C=C1)C(=CN2)C2=C1CNC(C1=C(C=C2)NC2=NC=C(C=C2)N2C[C@H](OCC2)CO)=O 4-(7-fluoro-imidazo[1,2-a]pyridin-3-yl)-7-[[5-[(2S)-2-(hydroxymeth-yl)morpholin-4-yl]-2-pyridyl]amino]isoindolin-1-one